6-amino-benzimidazole NC=1C=CC2=C(N=CN2)C1